(S)-2-(2,6-dichloro-3-(quinazolin-2-ylamino)benzamido)-3-(3-((R)-2,3-dihydro-1H-inden-1-yl)ureido)propanoic acid ClC1=C(C(=O)N[C@H](C(=O)O)CNC(=O)N[C@@H]2CCC3=CC=CC=C23)C(=CC=C1NC1=NC2=CC=CC=C2C=N1)Cl